Indium-zinc sulfide [S-2].[Zn+2].[In+3]